C1(CC2C(CC1)O2)CC[Si](C(C)C)(C(C)C)OC(C)=O (3,4-epoxycyclohexyl)ethylacetoxydiisopropylsilane